Cl.Cl.ClC=1C(=NC2=CC=C(C=C2C1)N1C(=NC=C1)CCN)N1CCNCC1 2-[1-(3-chloro-2-piperazin-1-yl-6-quinolinyl)imidazol-2-yl]ethanamine dihydrochloride